tert-butyl N-[1-[3-amino-4-[(8-fluoro-2-methyl-imidazo[1,2-a]pyridin-6-yl)carbamoyl]-2-hydroxy-phenyl]-4-piperidyl]-N-cyclopropyl-carbamate NC=1C(=C(C=CC1C(NC=1C=C(C=2N(C1)C=C(N2)C)F)=O)N2CCC(CC2)N(C(OC(C)(C)C)=O)C2CC2)O